ethyl 3-(3-((6-chloro-4-methoxypyridin-3-yl)carbamoyl)-3-(2-isopropylphenyl)azetidine-1-carboxamido)propanoate ClC1=CC(=C(C=N1)NC(=O)C1(CN(C1)C(=O)NCCC(=O)OCC)C1=C(C=CC=C1)C(C)C)OC